C(CC(C)C)N(C(=O)OCC=1C(=NOC1C1=CC(=C(O[C@@H]2C[C@H](CCC2)C(=O)O)C=C1)C)C)C |r| (±)-Trans-3-(4-(4-(((isopentyl-(methyl)carbamoyl)oxy)methyl)-3-methylisoxazol-5-yl)-2-methyl-phenoxy)cyclohexane-1-carboxylic acid